(Z)-5-(4-chlorophenyl)-N-(2-hydroxyethyl)-3-phenylpent-2-enamide ClC1=CC=C(C=C1)CC/C(=C/C(=O)NCCO)/C1=CC=CC=C1